FC(C1=CC=CC(=N1)C1=NC(=NC(=N1)C1=CC(=NC=C1)C=C)NC1=CC(=NC=C1)C(F)(F)F)(F)F 4-(6-(trifluoromethyl)pyridin-2-yl)-N-(2-(trifluoromethyl)pyridin-4-yl)-6-(2-vinylpyridin-4-yl)-1,3,5-triazin-2-amine